C(C)C=1C=CC=C2C=CC=C(C12)N1CC=2N=C(N=C(C2CC1)N1CCN(CCC1)C1=NC=CC=C1)OCC12CCCN2CCC1 7-(8-ethylnaphthalen-1-yl)-4-(4-(pyridin-2-yl)-1,4-diazepan-1-yl)-2-((tetrahydro-1H-pyrrolizin-7a(5H)-yl)methoxy)-5,6,7,8-tetrahydropyrido[3,4-d]pyrimidine